2-hydroxypropyl-methyl-ammonium chloride [Cl-].OC(C[NH2+]C)C